methyl (1s,4s)-2'-bromo-4'-chloro-4-(3-chloroanilino)-5'-fluorospiro[cyclohexane-1,1'-indene]-4-carboxylate BrC=1C2(C3=CC=C(C(=C3C1)Cl)F)CCC(CC2)(C(=O)OC)NC2=CC(=CC=C2)Cl